2-(2-chlorophenyl)-4-(dibenzo[b,d]furan-4-yl)-6-phenyl-1,3,5-triazine ClC1=C(C=CC=C1)C1=NC(=NC(=N1)C1=CC=CC2=C1OC1=C2C=CC=C1)C1=CC=CC=C1